(5R,6S,7R)-6-(6-bromo-1-methyl-1H-indol-3-yl)-5-(4-(methoxycarbonyl)phenyl)-7-nitro-spiro[2.4]heptane-5-carboxylic acid benzyl ester C(C1=CC=CC=C1)OC(=O)[C@@]1(CC2(CC2)[C@@H]([C@H]1C1=CN(C2=CC(=CC=C12)Br)C)[N+](=O)[O-])C1=CC=C(C=C1)C(=O)OC